4-(5-(4-(tert-butyl)phenyl)Azol-2-yl)benzoic acid C(C)(C)(C)C1=CC=C(C=C1)C1=CC=C(N1)C1=CC=C(C(=O)O)C=C1